C(C)(=O)N[C@H]1C=C(C[C@H](C1)C(=O)OC)F methyl (1S,5R)-5-acetamido-3-fluorocyclohex-3-ene-1-carboxylate